N-(2-cyclopropyl-4-iodo-5-methylphenyl)-N-{1-ethylimidazo[4,5-b]pyridin-5-yl}but-2-ynamide C1(CC1)C1=C(C=C(C(=C1)I)C)N(C(C#CC)=O)C1=CC=C2C(=N1)N=CN2CC